N,N-bis(2-hydroxypropyl)-N'-phenyl-1,4-phenylenediamine OC(CN(C1=CC=C(C=C1)NC1=CC=CC=C1)CC(C)O)C